Ethyl-tertbutylether C(C)OC(C)(C)C